C1(CC1)N1C=C(C(C2=CC(=C(C=C12)N1CCNCC1)F)=O)C(C=CC1=CC=C(C=C1)C)=O 1-cyclopropyl-6-fluoro-7-piperazin-1-yl-3-(4-methylcinnamoyl)-quinolin-4(1H)-one